trans-5-(((7-(cyclopentylamino)-5-fluoro-4-oxo-3,4-dihydroquinazolin-2-yl)methyl)thio)-3-fluoroazepan-1-carboxylic acid tert-butyl ester C(C)(C)(C)OC(=O)N1C[C@H](C[C@@H](CC1)SCC1=NC2=CC(=CC(=C2C(N1)=O)F)NC1CCCC1)F